5-[6-chloro-5-[[4-methyl-6-(methylamino)pyrimidin-2-yl]-amino]-2,3-dihydrobenzofuran-7-yl]-2,3,4,7-tetrahydroazepine-1-carboxylic acid tert-butyl ester C(C)(C)(C)OC(=O)N1CCCC(=CC1)C1=C(C(=CC=2CCOC21)NC2=NC(=CC(=N2)C)NC)Cl